N1C(=CC=2C=NC=CC21)CNC(CN2C(=NC=C(C2=O)NCCCC2=CC=C(C=C2)OCF)C2=CC=CC=C2)=O N-((1H-pyrrolo[3,2-c]pyridine-2-yl)methyl)-2-(5-((3-(4-(fluoromethoxy)phenyl)propyl)amino)-6-oxo-2-phenylpyrimidin-1(6H)-yl)acetamide